C1C23C(=CC=NC2=CCC1)C=CC=C3 2,3-dihydro-1H-benzo[D]quinoline